N=1N2C(=C(C1)C=1C=C3C(=CN(C3=CC1)CC(=O)N1[C@@H]3CC[C@H]([C@H]1C(NC1=NC(=CC=C1)CC)=O)C3)C(=O)N)CCC2 5-(5,6-Dihydro-4H-pyrrolo[1,2-b]pyrazol-3-yl)-1-(2-((1R,3S,4S)-3-((6-ethylpyridin-2-yl)carbamoyl)-2-azabicyclo[2.2.1]heptan-2-yl)-2-oxoethyl)-1H-indole-3-carboxamide